OCC(C#CC1=CC2=C(OC[C@@H](C(N2C)=O)NC(=O)C2=NC=CC(=C2)OC2=CC=CC=C2)C=C1)(C)C (S)-N-(7-(4-hydroxy-3,3-dimethylbut-1-yn-1-yl)-5-methyl-4-oxo-2,3,4,5-tetrahydrobenzo[b][1,4]oxazepin-3-yl)-4-phenoxypyridineamide